1,2-diisopropyloxyethane C(C)(C)OCCOC(C)C